(ethylhexyloxy)(hydroxyphenyl)(4-methoxyphenyl)triazine C(C)C(CCCCC)OC1=C(C(=NN=N1)C1=CC=C(C=C1)OC)C1=C(C=CC=C1)O